(S)-2-(1,3,4-oxadiazol-2-yl)-7-(4-(2-(oxetan-3-yloxy)phenyl)piperidin-1-yl)-5-oxa-2-azaspiro[3.4]octane O1C(=NN=C1)N1CC2(C1)OC[C@H](C2)N2CCC(CC2)C2=C(C=CC=C2)OC2COC2